4-({7-[1-(1-ethoxyethyl)pyrazol-4-yl]-8-isopropoxy-[1,2,4]triazolo[1,5-c]pyrimidin-2-yl}amino)-3-fluorobenzenesulfonyl chloride C(C)OC(C)N1N=CC(=C1)C1=C(C=2N(C=N1)N=C(N2)NC2=C(C=C(C=C2)S(=O)(=O)Cl)F)OC(C)C